(4-(1-methyl-1-phenylethyl)phenyl)amine CC(C)(C1=CC=CC=C1)C1=CC=C(C=C1)N